4-(2-Aminoethyl)piperazine-1-yl-acetic acid NCCN1CCN(CC1)CC(=O)O